[Na+].C(C=C)OCC(CS(=O)(=O)[O-])O 3-allyloxy-2-hydroxyl-1-propanesulfonate sodium Salt